The molecule is a dicarboxylic acid monoester obtained by formal condensation of one of the carboxy groups of succinic acid with the side-chain hydroxy group of L-serine. It is an intermediate in the biosynthesis of the amino acid cysteine in fungi and bacteria. It has a role as an EC 2.5.1.48 (cystathionine gamma-synthase) inhibitor. It is a L-serine derivative, an amino dicarboxylic acid and a hemisuccinate. It is a conjugate acid of an O-succinyl-L-serinate(1-). C(CC(=O)OC[C@@H](C(=O)O)N)C(=O)O